2,5-dimethoxybenzene isocyanate [N-]=C=O.COC1=CC=C(C=C1)OC